4-(4-amino-2-{4-[(2-fluoro-1-oxoprop-2-enyl)amino]phenyl}-7-(3-hydroxyprop-1-ynyl)-1-methylpyrrolo[3,2-c]pyridin-3-yl)-2-fluoro-N-(2,2,2-trifluoroethyl)benzamide NC1=NC=C(C2=C1C(=C(N2C)C2=CC=C(C=C2)NC(C(=C)F)=O)C2=CC(=C(C(=O)NCC(F)(F)F)C=C2)F)C#CCO